BrC=1C=C2C=CC(=CC2=CC1)C(C)=O 1-(6-bromo-naphthalen-2-yl)-ethanone